FC([C@@H]1N2C(C=3N([C@@H](CCC1)C2)C=C(C(C3O)=O)C(=O)NCC3=C(C=C(C=C3F)F)F)=O)F (3R,7S)-3-(difluoromethyl)-12-hydroxy-1,11-dioxo-N-(2,4,6-trifluorobenzyl)-1,4,5,6,7,11-hexahydro-3H-2,7-methanopyrido[1,2-a][1,4]diazonine-10-carboxamide